4-(dimethyl(phenyl)silyl)-3-(4-(pyrrolidin-1-ylsulfonyl)benzyl)-N-(quinolin-8-yl)butanamide C[Si](CC(CC(=O)NC=1C=CC=C2C=CC=NC12)CC1=CC=C(C=C1)S(=O)(=O)N1CCCC1)(C1=CC=CC=C1)C